C[C@H]1CN(C[C@@H](N1)C)C=1C=C2C(=CC(=NC2=NC1)C1=CC2=CN(N=C2C(=C1O)C)C)C#N 6-[(3S,5S)-3,5-dimethylpiperazin-1-yl]-2-(6-hydroxy-2,7-dimethylindazol-5-yl)-1,8-naphthyridine-4-carbonitrile